Cl.N1CC(CC1)CN1CCC(CC1)C(=O)N (pyrrolidin-3-ylmethyl)piperidine-4-carboxamide hydrochloride